COC(OC)[SiH2]C1=CC=CC=C1 dimethoxymethylphenyl-silane